(R)-1-(3,3-difluoro-4-((6-fluoro-5-(1-(2-fluoroethyl)-1H-benzo[d]imidazol-6-yl)-4-methoxypyrrolo[2,1-f][1,2,4]triazin-2-yl)amino)piperidin-1-yl)-2-hydroxyethan-1-one FC1(CN(CC[C@H]1NC1=NN2C(C(=N1)OC)=C(C(=C2)F)C=2C=CC1=C(N(C=N1)CCF)C2)C(CO)=O)F